methyl-4H-isoxazole-5-carboxylic acid CC1=NOC(C1)C(=O)O